3-(2-fluoro-4-methylphenyl)-4-methyl-5-(trifluoromethyl)isoxazole (R)-tert-Butyl-2-allyl-3-formyl-6-methyl-6,7-dihydro-2H-pyrazolo[4,3-c]pyridine-5(4H)-carboxylate C(C)(C)(C)OC(=O)N1CC=2C(C[C@H]1C)=NN(C2C=O)CC=C.FC2=C(C=CC(=C2)C)C2=NOC(=C2C)C(F)(F)F